C1(CCCC1)OC(=O)C=1N(C2=CC=CC=C2C1)C1=C(C=CC=C1NC(=O)OC(C)(C)C)Br 1-(2-bromo-6-((tert-butoxycarbonyl)amino)phenyl)-1H-indole-2-carboxylic acid cyclopentyl ester